1-(4-bromophenyl)-2,2,2-trifluoro-ethanamine BrC1=CC=C(C=C1)C(C(F)(F)F)N